C(CCC)(=O)OCC=CBr 3-bromoallyl butyrate